1-Cbz-3-piperidinol C(=O)(OCC1=CC=CC=C1)N1CC(CCC1)O